1-[(2R,4S)-4-[4-amino-3-[2-(2-ethyl-4,6-difluoroindazol-5-yl)ethynyl]pyrazolo[3,4-d]pyrimidin-1-yl]-2-(methoxymethyl)pyrrolidin-1-yl]prop-2-en-1-one NC1=C2C(=NC=N1)N(N=C2C#CC2=C(C1=CN(N=C1C=C2F)CC)F)[C@H]2C[C@@H](N(C2)C(C=C)=O)COC